BrC1=CC2=CN(N=C2C(=C1)Cl)C 5-bromo-7-chloro-2-methyl-indazole